1'-(6-amino-5-((2-amino-3-chloropyridin-4-yl)thio)pyrazin-2-yl)-5,7-dihydrospiro[cyclopenta[b]pyridine-6,4'-piperidin]-5-amine NC1=C(N=CC(=N1)N1CCC2(CC1)C(C=1C(=NC=CC1)C2)N)SC2=C(C(=NC=C2)N)Cl